1,2-Bis(((2SR,5r,8RS)-8-(tert-butyl)-1-oxaspiro[4.5]dec-2-yl)oxy)ethane C(C)(C)(C)C1CCC2(CC[C@H](O2)OCCO[C@H]2OC3(CC2)CCC(CC3)C(C)(C)C)CC1 |r|